ClC1=NC=CC(=C1NC(=O)C=1C=NC(=NC1)C(C)C)C1=NC=CC=C1 N-(2'-chloro-[2,4'-bipyridyl]-3'-yl)-2-isopropylpyrimidine-5-carboxamide